amino ethyl sulfide C(C)SN